6-ethenyl-2,2-dimethyl-hexahydrocyclopenta[d][1,3]dioxol-4-ol C(=C)C1CC(C2C1OC(O2)(C)C)O